CC(C)(C)[S@](=O)N[C@@H](C)C12CCC(CC1)(C2)NC(OC(C)(C)C)=O tert-butyl {4-[(1S)-1-{[(S)-2-methylpropane-2-sulfinyl]amino}ethyl]bicyclo[2.2.1]heptan-1-yl}carbamate